[5-[(4-chlorophenyl)methoxymethyl]-2-(3-chloro-2-pyridinyl)pyrazol-3-yl]-5-methyl-1H-pyrazolo[3,4-f][3,1]benzoxazin-9-one ClC1=CC=C(C=C1)COCC=1C=C(N(N1)C1=NC=CC=C1Cl)N1N=CC=2C=C(C3=C(C(OC=N3)=O)C21)C